C1(=CC=CC=C1)[O-].C1(=CC=CC=C1)[O-].C1(=CC=CC=C1)S(=O)(=O)C1=CC=CC=C1 diphenyl sulfone diphenolate